4-amino-N-((3-fluoropyridin-2-yl)methyl)-N-((5-(trifluoromethyl)pyridin-2-yl)methyl)-[1,2,4]triazolo[4,3-a]quinoxaline-8-carboxamide NC=1C=2N(C3=CC(=CC=C3N1)C(=O)N(CC1=NC=C(C=C1)C(F)(F)F)CC1=NC=CC=C1F)C=NN2